C(#N)C1(CC1)NS(=O)(=O)C=1C=C(C=2N(C1)C(=NC2)C=2SC(=NN2)C(F)F)N2C[C@H](N(CC2)C(=O)C2(CC2)C)C (R)-N-(1-cyanocyclopropyl)-3-(5-(difluoromethyl)-1,3,4-thiadiazol-2-yl)-8-(3-methyl-4-(1-methylcyclopropane-1-carbonyl)piperazin-1-yl)imidazo[1,5-a]pyridine-6-sulfonamide